1-((3-Hydroxy-5-(naphthalen-2-yl)picolinamido)methyl)cyclopropane-1-carboxylic acid OC=1C(=NC=C(C1)C1=CC2=CC=CC=C2C=C1)C(=O)NCC1(CC1)C(=O)O